CN(C1=CC=C(C=CC(C=CC2=CC=C(C=C2)N(C)C)=O)C=C1)C 1,3-bis(4'-dimethylaminobenzylidene)propanone